1-[4-(1,3-benzothiazol-2-yloxy)phenyl]-3-methylpentan-3-ol S1C(=NC2=C1C=CC=C2)OC2=CC=C(C=C2)CCC(CC)(O)C